(S)-2-chloro-4-(2-(2-methylazetidin-1-yl)-6,7-dihydro-5H-cyclopenta[d]pyrimidin-4-yl)benzamide ClC1=C(C(=O)N)C=CC(=C1)C=1C2=C(N=C(N1)N1[C@H](CC1)C)CCC2